N1C=CC2=CC=CC=C12 racemic-indole